ClC=1C=C(C=2N(N1)C=NC2F)C2=CC=NN2C 5-{2-chloro-5-fluoroimidazo[1,5-b]pyridazin-4-yl}-1-methyl-1H-pyrazole